2-methyl-3-octadienone CC(=C)C(C=CCCC)=O